FC1=C(C=C(C=C1)NC(C=C)=O)NC1=NC(=NC=C1C1=CC=C(C=C1)C(F)(F)F)NC1=CC=CC=C1 N-(4-fluoro-3-((2-(phenylamino)-5-(4-(trifluoromethyl)phenyl)pyrimidin-4-yl)amino)phenyl)acrylamide